C(#N)C=1N=C([N-]C1C#N)C(F)(F)F.O[Ge](O)(O)O tetrahydroxygermanium 4,5-dicyano-2-(trifluoromethyl)imidazolat